CN1CCN(CC1)C1=CC=C(C=C1)C1=CC=C2C=CN(C(C2=C1)=O)C(C(=O)NC=1SC=CN1)C1=CC=CC=C1 2-(7-(4-(4-Methylpiperazin-1-yl)-phenyl)-1-oxoisoquinolin-2(1H)-yl)-2-phenyl-N-(thiazol-2-yl)acetamide